1-((5-bromopyridin-2-yl)methyl)piperidine-4-carboxylic acid methyl ester COC(=O)C1CCN(CC1)CC1=NC=C(C=C1)Br